C1(CC1)OC1=CC(=C(C(=O)O)C=C1NS(=O)(=O)CC1=CC=CC=C1)C 4-cyclopropoxy-2-methyl-5-((phenylmethyl)sulfonamido)benzoic acid